tert-butyl ((1s,3s)-3-(4-(2-(4-((6-(1H-pyrazol-1-yl)pyridin-3-yl)oxy)phenyl) propan-2-yl)phenoxy)cyclobutyl)carbamate N1(N=CC=C1)C1=CC=C(C=N1)OC1=CC=C(C=C1)C(C)(C)C1=CC=C(OC2CC(C2)NC(OC(C)(C)C)=O)C=C1